N-(3-(diethylamino)propyl)-2-(4-(pyrrolidin-1-ylmethyl)phenyl)benzo[d]imidazo[2,1-b]thiazole-7-carboxamide C(C)N(CCCNC(=O)C1=CC2=C(N3C(S2)=NC(=C3)C3=CC=C(C=C3)CN3CCCC3)C=C1)CC